C(CCCC(=O)[O-])(=O)OC=1SC2=C(N1)C=CC=C2 benzothiazol-2-yl glutarate